(2S)-2-(4,4-difluoro-3-(5-(hydroxymethyl)-6-oxo-1,6-dihydropyridin-3-yl)piperidin-1-yl)-N-(1-(3,5-difluorobenzyl)-2-(difluoromethyl)-1H-imidazol-4-yl)propanamide FC1(C(CN(CC1)[C@H](C(=O)NC=1N=C(N(C1)CC1=CC(=CC(=C1)F)F)C(F)F)C)C1=CNC(C(=C1)CO)=O)F